C1(=CC=CC=C1)C(CCCC\C=C/C=1C=NC=CC1)=O (Z)-1-phenyl-7-(pyridin-3-yl)hept-6-en-1-one